Cl[SiH](C)C monochloro-dimethyl-silane